Acetyl 4,6-di-O-acetyl-3-azido-2-O-methyl-3-deoxy-1-thio-β-D-galactopyranoside C(C)(=O)O[C@@H]1[C@@H]([C@H]([C@H](SC(C)=O)O[C@@H]1COC(C)=O)OC)N=[N+]=[N-]